5-[1-(5-amino-2-pyridyl)-3-(trifluoromethyl)pyrazol-4-yl]-N-[3-chloro-4-(1,4-diazepane-1-carbonyl)phenyl]-1-methylimidazole-2-carboxamide NC=1C=CC(=NC1)N1N=C(C(=C1)C1=CN=C(N1C)C(=O)NC1=CC(=C(C=C1)C(=O)N1CCNCCC1)Cl)C(F)(F)F